NC1=CC=CC(=N1)S(=O)(=O)NC(=O)C=1C(=NC=C(C1)C1=CC(=CC(=C1)F)F)N1C(CC(C1)C)(C)C N-[(6-Amino-2-pyridyl)sulfonyl]-5-(3,5-difluorophenyl)-2-(2,2,4-trimethylpyrrolidin-1-yl)pyridin-3-carboxamid